(3aR,5s,6aS)-5-(methyl-(7H-pyrrolo[2,3-d]pyrimidin-4-yl)amino)-N-(3-(methylthio)-1,2,4-thiadiazol-5-yl)hexahydrocyclopenta[c]pyrrole-2(1H)-carboxamide CN(C1C[C@@H]2[C@@H](CN(C2)C(=O)NC2=NC(=NS2)SC)C1)C=1C2=C(N=CN1)NC=C2